CC(CCCCCC)NC1=CC=C(C=C1)NC1=CC=CC=C1 N-(1-methylheptyl)-N'-phenyl-1,4-phenylenediamine